ClC=1C=C(C=CC1)O dl-m-chlorophenol